[C@H]1([C@@H](O)[C@@H](O)[C@H](O)[C@H](O1)CO)F α-D-mannopyranosyl fluoride